di(acryloyloxyethyl) methylphosphonate CP(OCCOC(C=C)=O)(OCCOC(C=C)=O)=O